C1(CC1)C(C)N1C(C2=C(C=C(C=C2C1)C=1C=CC(=NC1)NC(C)=O)P(=O)(C)C)=O N-(5-(2-(1-cyclopropylethyl)-7-(dimethylphosphoryl)-1-oxoisoindolin-5-yl)pyridin-2-yl)acetamide